3-{trans-4-[(6,7-dimethoxy-4-quinolinyl)oxy]cyclohexyl}-1-[5-(trifluoromethyl)-3-pyridinyl]-2,4-imidazolidinedione COC=1C=C2C(=CC=NC2=CC1OC)O[C@@H]1CC[C@H](CC1)N1C(N(CC1=O)C=1C=NC=C(C1)C(F)(F)F)=O